tert-butyl 4-cyano-4-(hydroxymethyl)piperidin-1-carboxylate C(#N)C1(CCN(CC1)C(=O)OC(C)(C)C)CO